FC1=C(C=CC=C1F)NC(C#N)(C)C 2-((2,3-Difluorophenyl)amino)-2-methylpropanenitrile